6-bromo-2,3,4,9-tetrahydro-1H-carbazol-1-amine BrC=1C=C2C=3CCCC(C3NC2=CC1)N